8-Bromo-1-(3-carboxypropyl)guanosine BrC=1N([C@H]2[C@H](O)[C@H](O)[C@@H](CO)O2)C=2N=C(N(C(C2N1)=O)CCCC(=O)O)N